FC1=CC(=C(C=C1)C(C)N1N=CC=C1)C(F)(F)F 1-(1-(4-fluoro-2-(trifluoromethyl)phenyl)ethyl)-1H-pyrazol